ClC1=CC2=C(C=N1)[C@@H]1CC[C@H](C2)N1C(=O)NC1=CC(=C(C=C1)Cl)Cl (6R,9S)-3-chloro-N-(3,4-dichlorophenyl)-6,7,8,9-tetrahydro-5H-6,9-epiminocyclohepta[c]-pyridine-10-carboxamide